C(CCC)C=1C=C2C(=CC=NC2=CC1)C1=C(C=CC=C1)F 6-butyl-4-(2-fluorophenyl)quinolin